S1CCSCCNCCSCCSCCC1 7-aza-1,4,10,13-tetrathiacyclohexadecane